1-octylnonyl 7-octenoate C(CCCCCC=C)(=O)OC(CCCCCCCC)CCCCCCCC